1,3-bis(2,4-difluorophenyl)-5-methyl-4-(5-(methylcarbamoyl)furan-2-yl)-4,5-dihydro-1H-pyrazole-5-carboxylic acid methyl ester COC(=O)C1(C(C(=NN1C1=C(C=C(C=C1)F)F)C1=C(C=C(C=C1)F)F)C=1OC(=CC1)C(NC)=O)C